tri(trifluoropropyl)trimethyl-cyclotrisiloxane FC(CC[Si]1(O[Si](O[Si](O1)(C)CCC(F)(F)F)(C)CCC(F)(F)F)C)(F)F